CC1=C(C(=O)NC2=CC=C(C3=CC=CC=C23)S(NC(C)C=2SC=CN2)(=O)=O)C=CC=C1 2-methyl-N-(4-(N-(1-(thiazol-2-yl)ethyl)sulfamoyl)naphthalen-1-yl)benzamide